4-(6-(4-(benzylsulfonyl)piperidin-1-yl)pyridin-3-yl)-6-(2-hydroxy-2-methylpropoxy)pyrazolo[1,5-a]pyridine-3-carbonitrile C(C1=CC=CC=C1)S(=O)(=O)C1CCN(CC1)C1=CC=C(C=N1)C=1C=2N(C=C(C1)OCC(C)(C)O)N=CC2C#N